CC(C)C[C@@H](C(=O)N[C@@H](CC(C)C)C(=O)N[C@@H](CC(C)C)C(=O)O)N trileucine